ClC1=CC(=NC=N1)OC1=C(C=CC=C1)/C(/C(=O)[O-])=C\OC E-2-[2-[6-chloropyrimidin-4-yloxy] phenyl]-3-methoxypropenoate